C1(CC1)C(=O)N1[C@H]2CN(C[C@@H]([C@@H]1CO)C2)C(=O)OCC[Si](C)(C)C 2-(trimethylsilyl)ethyl (1S,5R,7R)-6-(cyclopropanecarbonyl)-7-(hydroxymethyl)-3,6-diazabicyclo[3.2.1]octane-3-carboxylate